(2,6-Di-tert-butyl-4-methylphenoxy)diisobutylaluminum C(C)(C)(C)C1=C(O[Al](CC(C)C)CC(C)C)C(=CC(=C1)C)C(C)(C)C